2,4-dimethoxybenzyl oxide COC1=C(COCC2=C(C=C(C=C2)OC)OC)C=CC(=C1)OC